NC(CO)CC1CC(C1)(F)F 2-amino-3-(3,3-difluorocyclobutyl)propan-1-ol